4-(DIFLUOROMETHOXY)PHENYLBORONIC ACID FC(OC1=CC=C(C=C1)B(O)O)F